FC=1C(=C2C(=NC1)NC(=C2)C2=CC(=NC=C2)OC)N2CC1CCC(C2)N1C(=O)OC(C)(C)C tert-butyl 3-(5-fluoro-2-(2-methoxypyridin-4-yl)-1H-pyrrolo[2,3-b]pyridin-4-yl)-3,8-diazabicyclo[3.2.1]octane-8-carboxylate